ClC=1N=C(C2=C(N1)NC=C2)N2CCC1(CN(CC(N1)=O)C1=CC=C(C=C1)CN1CCC(CC1)(C)C)CC2 9-(2-chloro-7H-pyrrolo[2,3-d]pyrimidin-4-yl)-4-(4-((4,4-dimethylpiperidin-1-yl)methyl)phenyl)-1,4,9-triazaspiro[5.5]undecan-2-one